(4R)-4-((7-(8-chloronaphthalen-1-yl)-8-fluoro-2-((hexahydro-1H-pyrrolizin-7a-yl)methoxy)pyrido[4,3-d]pyrimidin-4-yl)(methyl)amino)pyrrolidine-2-carbonitrile ClC=1C=CC=C2C=CC=C(C12)C1=C(C=2N=C(N=C(C2C=N1)N([C@@H]1CC(NC1)C#N)C)OCC12CCCN2CCC1)F